NC1(CC1)C1=CC(=C(C(=O)OC)C=C1)C methyl 4-(1-aminocyclopropyl)-2-methylbenzoate